CC1=CC=CC(=N1)C(=O)NC12CC3(CC(CC(C1)C3)C2)OC(=O)N2CCN(CC2)C 4-Methyl-piperazine-1-carboxylic acid 3-[(6-methyl-pyridine-2-carbonyl)-amino]-adamantan-1-yl ester